4-(chloroamino)-5,6-dimethyl-3H-thieno[2,3-d]pyrimidin-2-one ClNC1=C2C(=NC(N1)=O)SC(=C2C)C